Ethyl (S)-3-amino-3-(5-cyclopropyl-4-fluoro-2',3',4'-trimethyl-6'-(pent-4-en-1-yloxy)-[1,1'-biphenyl]-3-yl)propanoate hydrochloride Cl.N[C@@H](CC(=O)OCC)C=1C=C(C=C(C1F)C1CC1)C1=C(C(=C(C=C1OCCCC=C)C)C)C